C(#N)C1=C(C=CC=C1)S(=O)(=O)N1[C@H]([C@H](CCC1)C(=O)NC1=CC(=C(C=C1)C)C(F)(F)F)C1=CC=C(C=C1)NC1CCCC1 (2R,3S)-1-((2-cyanophenyl)sulfonyl)-2-(4-(cyclopentylamino)phenyl)-N-(4-methyl-3-(trifluoromethyl)phenyl)piperidine-3-carboxamide